ClC=1C=C(C=CC1C(F)(F)F)NCC(=O)C1=CC=C(C=C1)C1=NOC(=N1)C(F)(F)Cl 2-((3-chloro-4-(trifluoromethyl)phenyl)amino)-1-(4-(5-(chlorodifluoromethyl)-1,2,4-oxadiazol-3-yl)phenyl)ethan-1-one